N-(2-azidoethyl)phthalimide N(=[N+]=[N-])CCN1C(C=2C(C1=O)=CC=CC2)=O